Cl.Cl.N1(CCNCC1)C=1SC=2C(NCCC2N1)=O 2-(piperazin-1-yl)-6,7-dihydrothiazolo[5,4-c]Pyridin-4(5H)-one dihydrochloride